FC=1C=CC2=C(OC3=C([C@@H](C2)CNC)C=CC=C3)C1 |o1:9| (R*)-(3-fluoro-10,11-dihydrodibenzo[b,f]oxepin-10-yl)-N-methylmethanamine